9,9',9''-((4-(2-(4,6-diphenyl-1,3,5-triazin-2-yl)phenyl)pyridine-2,3,6-triyl)tris(benzene-4,1-diyl))tris(3-methyl-9H-carbazole) C1(=CC=CC=C1)C1=NC(=NC(=N1)C1=CC=CC=C1)C1=C(C=CC=C1)C1=C(C(=NC(=C1)C1=CC=C(C=C1)N1C2=CC=CC=C2C=2C=C(C=CC12)C)C1=CC=C(C=C1)N1C2=CC=CC=C2C=2C=C(C=CC12)C)C1=CC=C(C=C1)N1C2=CC=CC=C2C=2C=C(C=CC12)C